tertiary butyl-diphenyl-silicon chloride C(C)(C)(C)[Si](C1=CC=CC=C1)(C1=CC=CC=C1)Cl